CC1=CC(=NN1)NC1=NC(=C2C=CC=NC2=C1)NC1CC2(CN(C2)CCC#N)C1 3-(6-((7-((5-methyl-1H-pyrazol-3-yl)amino)-1,6-naphthyridin-5-yl)amino)-2-azaspiro[3.3]heptane-2-yl)propionitrile